ClC1=CC=C(C=C1)CC(C(=O)OC)F methyl 3-(4-chlorophenyl)-2-fluoropropanoate